FC(S(=O)(=O)[O-])S(F)(F)(F)(F)C1=CC=C(C=C1)F.C1(=CC=CC=C1)[S+](C1=CC=CC=C1)C1=CC=CC=C1 triphenylsulfonium 1-fluoro-1-(p-fluorophenyltetrafluoro-λ6-sulfanyl)-methanesulfonate